9-(3'-(9H-carbazol-9-yl)-5-cyano-[1,1'-biphenyl]-3-yl)-9H-carbazol-3-carbonitrile C1=CC=CC=2C3=CC=CC=C3N(C12)C=1C=C(C=CC1)C1=CC(=CC(=C1)C#N)N1C2=CC=CC=C2C=2C=C(C=CC12)C#N